2-methylpentane-2,4-diamine CC(C)(CC(C)N)N